C(C)(=O)N1[C@H]([C@@H]([C@H](C2=CC(=CC=C12)C#N)NC1=NC=CC=C1OC)C)C1CC1 (2S,3R,4R)-1-acetyl-2-cyclopropyl-4-((3-methoxypyridin-2-yl)amino)-3-methyl-1,2,3,4-tetrahydroquinoline-6-carbonitrile